2-(2-chlorophenyl)-N-(4-[1-(difluoromethyl)-1H-pyrazol-4-yl]-5-{[(dimethylamino)methylene]sulfamoyl}-2-fluorophenyl)acetamide ClC1=C(C=CC=C1)CC(=O)NC1=C(C=C(C(=C1)S(N=CN(C)C)(=O)=O)C=1C=NN(C1)C(F)F)F